COC(=O)C=1N=NN(C1)OC1=CC=C(C=C1)C1=CC=C(C=C1)C1CC(CC1)(F)F ((4'-(3,3-difluorocyclopentyl)-[1,1'-biphenyl]-4-yl)oxy)-1H-1,2,3-triazole-4-carboxylic acid methyl ester